C(C=C)OCC(COC1=CC=C(C=C1)Br)O 1-(allyloxy)-3-(4-bromophenoxy)propan-2-ol